2-bromo-N-(1-((4-fluorophenyl)amino)-2-methylhex-5-en-2-yl)-5-methoxy-4-(trifluoromethyl)benzenesulfonamide BrC1=C(C=C(C(=C1)C(F)(F)F)OC)S(=O)(=O)NC(CNC1=CC=C(C=C1)F)(CCC=C)C